BrC=1C(=C(C=CC1)C=1SC2=C(CN(CC2)C(=O)OC(C)(C)C)N1)C#N tert-butyl 2-(3-bromo-2-cyanophenyl)-6,7-dihydrothiazolo[4,5-c]pyridine-5(4H)-carboxylate